(1r,3s)-methyl 3-(3-(1H-pyrrole-2-carboxamido)propyl)cyclobutanecarboxylate N1C(=CC=C1)C(=O)NCCCC1CC(C1)C(=O)OC